3-bromo-4-(hydroxymethyl)-N-isopropylbenzamide BrC=1C=C(C(=O)NC(C)C)C=CC1CO